BrC=1SC2=C(N1)C(=C(C(=C2)OC(C(C)O)C)C)C 3-((2-bromo-4,5-dimethylbenzo[d]thiazol-6-yl)oxy)butan-2-ol